methyl (R)-2-((1-(3,6-dimethyl-2-(6-(1-methyl-1H-pyrazol-4-yl)pyridin-3-yl)-4-oxo-4H-chromen-8-yl)ethyl)amino)benzoate CC1=C(OC2=C(C=C(C=C2C1=O)C)[C@@H](C)NC1=C(C(=O)OC)C=CC=C1)C=1C=NC(=CC1)C=1C=NN(C1)C